CC1=CC=C(C=C1)[C@@H]1[C@@H](C(SS1)(C)C)O |r| (4SR,5RS)-5-(4-methylphenyl)-3,3-dimethyl-1,2-dithiolan-4-ol